OC1=CC=2C(C3=C(C(=CC=C3C2C=C1O)O)O)=O 2,3,7,8-tetrahydroxy-9-fluorenone